C(C)OC([C@@H](CC1=CC=C(C=C1)OCCOCCOCCOCC)N1CCN(CCN(CCN(CC1)CC(=O)O)CC(=O)O)CC(=O)O)=O |r| Racemic-2,2',2''-{10-[1-ethoxy-3-(4-{2-[2-(2-ethoxyethoxy)ethoxy]ethoxy}phenyl)-1-oxopropan-2-yl]-1,4,7,10-tetraazacyclododecane-1,4,7-triyl}triacetic acid